O=C1NC(CCC1N1C(C2=CC=CC(=C2C1=O)N1CCN(CC1)CC=1C=NC(=CC1)NC1=NC=C(C(=N1)C=1C=C(C2=C(N(C(=N2)C)C(C)C)C1)F)F)=O)=O 2-(2,6-dioxopiperidin-3-yl)-4-(4-((6-((5-fluoro-4-(4-fluoro-1-isopropyl-2-methyl-1H-benzo[d]imidazol-6-yl)pyrimidin-2-yl)amino)pyridin-3-yl)methyl)piperazin-1-yl)isoindoline-1,3-dione